CC1=NOC(=C1C1=C(C=C(C=C1)NC([C@H](C(C1=CC=CC=C1)C1=CC=CC=C1)NC(=O)C1=CC=NN1CC)=O)F)C (S)-N-(1-((4-(3,5-dimethylisoxazol-4-yl)-3-fluorophenyl)amino)-1-oxo-3,3-diphenylpropan-2-yl)-1-ethyl-1H-pyrazole-5-carboxamide